NC1=NC=2NC[C@@H](NC2C(N1)=O)C(C(C)O)O (6R)-2-Amino-6-(1,2-dihydroxypropyl)-5,6,7,8-tetrahydro-3H-pteridin-4-one